8-((2-chlorothiazol-5-yl)methyl)-3-(2,2-difluorobenzo[d][1,3]dioxol-5-yl)pyrido[2,3-d]pyrimidine-2,4(3H,8H)-dione ClC=1SC(=CN1)CN1C=CC=C2C1=NC(N(C2=O)C2=CC1=C(OC(O1)(F)F)C=C2)=O